S1C=NC2=C1C=CC(=C2)C(C)N2CCN(CC2)C2=NC=C(C=N2)S(=O)(C)=NCCOC (2-(4-(1-(benzo[d]thiazol-5-yl)ethyl)piperazin-1-yl)pyrimidin-5-yl)((2-methoxyethyl)imino)(methyl)-λ6-sulfanone